Eicosyl eicosanoate C(CCCCCCCCCCCCCCCCCCC)(=O)OCCCCCCCCCCCCCCCCCCCC